CN1CCC(CC1)C(=O)OCCOCCOCCOCCOCCN(CCCCCCCC)C(C(COCCCCCCOC(=O)OC(CCCCCCCC)CCCCCC)OCCCCCCOC(=O)OC(CCCCCCCC)CCCCCC)=O 2-[2-[2-[2-[2-[2,3-bis[6-(1-hexylnonoxycarbonyloxy) hexoxy] propanoyl-octyl-amino]ethoxy]ethoxy] ethoxy]ethoxy]ethyl 1-methylpiperidine-4-carboxylate